(S)-2-(3-((6-((1-(3-(tert-butyl)phenyl)ethyl)carbamoyl)-5-fluoro-1-isobutyl-1H-indol-3-yl)methyl)phenoxy)-2-methyl-propanoic acid C(C)(C)(C)C=1C=C(C=CC1)[C@H](C)NC(=O)C1=C(C=C2C(=CN(C2=C1)CC(C)C)CC=1C=C(OC(C(=O)O)(C)C)C=CC1)F